C(C)(=O)N1CCN(CC1)C1CC(C1)NC(=O)C1=CC2=C(N(N=C2C)C2CCC(CC2)(F)F)S1 N-((1r,3r)-3-(4-acetylpiperazin-1-yl)cyclobutyl)-1-(4,4-difluorocyclohexyl)-3-methyl-1H-thieno[2,3-c]pyrazole-5-carboxamide